FC(OC1=CC=C(C=C1)N1N=C(N=C1)N1CC(CCC1)NC(OC(C)(C)C)=O)(F)F tert-butyl (1-(1-(4-(trifluoromethoxy)phenyl)-1H-1,2,4-triazol-3-yl)piperidin-3-yl)carbamate